3-Fluoro-5-methoxy-4-(3-(3-(8-methyl-3,8-diazabicyclo[3.2.1]octan-3-yl)phenyl)-6-oxo-1H-pyrazolo[4,3-c]pyridazin-5(6H)-yl)benzonitril FC=1C=C(C#N)C=C(C1N1N=C2C(=CC1=O)NN=C2C2=CC(=CC=C2)N2CC1CCC(C2)N1C)OC